CC1=CC=CC2=C(C3=CC=CC=C3C(=C12)OC(=O)OC(C)C)OC(=O)OC(C)C 1-methyl-9,10-bis(isopropoxycarbonyloxy)anthracene